FC(C(C)N)(C)C 3-fluoro-3-methyl-butan-2-amine